C(C)S(=O)(=O)C1=CC=C(C=C1)CC(=O)NC=1C=NC(=CC1)C(C(C)(C=1C=NC=CC1)C)=O 2-(4-(ethylsulfonyl)phenyl)-N-(6-(2-methyl-2-(pyridin-3-yl)propionyl)pyridin-3-yl)acetamide